[3-(pyrimidin-4-yl)-1,2,4-thiadiazol-5-yl]-1,4-dihydro-1,8-naphthyridine-3-carboxylic acid N1=CN=C(C=C1)C1=NSC(=N1)N1C=C(CC2=CC=CN=C12)C(=O)O